NC1=C(C2=CC(=C(C(=C2C=C1)O)N=NC1=CC=C(C=C1)[N+](=O)[O-])S(=O)(=O)O)S(=O)(=O)[O-].[Na+] sodium 2-amino-5-hydroxy-6-((4-nitrophenyl) diazenyl)-7-sulfonaphthalene-1-sulfonate